(3-(6-chloro-4-(pyrrolidin-1-ylmethyl)-1H-pyrrolo[2,3-b]pyridin-1-yl)azetidin-1-yl)ethan-1-one ClC1=CC(=C2C(=N1)N(C=C2)C2CN(C2)C(C)=O)CN2CCCC2